C(C)[Si](OCC(=O)C1CCC2C3CCC4CCCCC4C3CCC12)(CC)CC (triethylsilyl)oxy(hexadecahydro-1H-cyclopenta[a]phenanthren-17-yl)ethan-1-one